BrC=1C=NN(C1C1=C(C#N)C(=CC(=C1)Cl)OC)C 2-(4-bromo-1-methyl-1H-pyrazol-5-yl)-4-chloro-6-methoxybenzonitrile